tert-butyl 2-(2-(2-aminoethoxy)ethoxy)acetate NCCOCCOCC(=O)OC(C)(C)C